(R)-5-Chloro-N-(4-(piperidin-3-yl)phenyl)picolinamide ClC=1C=CC(=NC1)C(=O)NC1=CC=C(C=C1)[C@@H]1CNCCC1